C(C)N(CC)CCC[Si](OCC)(OCC)OCC 3-(N,N-diethylamino)-propyltriethoxysilane